C(C)(C)(C)OC(=O)N1CCC(CC1)=CC1=C2C(=C(NC2=C(C=C1F)C(N)=O)C(F)(F)F)C 4-((7-carbamoyl-5-fluoro-3-methyl-2-(trifluoromethyl)-1H-indol-4-yl)methylene)piperidine-1-carboxylic acid tert-butyl ester